tert-Butyl (3S)-3-[4-[3-chloro-4-[[(3R)-tetrahydrofuran-3-yl]methoxy]anilino]pyrido[3,2-d]pyrimidin-6-yl]oxypyrrolidine-1-carboxylate ClC=1C=C(NC=2C3=C(N=CN2)C=CC(=N3)O[C@@H]3CN(CC3)C(=O)OC(C)(C)C)C=CC1OC[C@H]1COCC1